C(C)(C)(C)N1N=C(C=C1NC=1C=CC2=C(CN(S2(=O)=O)CC2=CC=C(C=C2)OC)C1F)C1CC(CC1)OC1=NSC=C1C(C)C 5-((1-(tert-butyl)-3-(3-((4-isopropylisothiazol-3-yl)oxy)cyclopentyl)-1H-pyrazol-5-yl)amino)-4-fluoro-2-(4-methoxybenzyl)-2,3-dihydrobenzo[d]isothiazole 1,1-dioxide